3-(4-fluoro-6-iodo-1-oxoisoindolin-2-yl)piperidine-2,6-dione FC1=C2CN(C(C2=CC(=C1)I)=O)C1C(NC(CC1)=O)=O